N-(phenyl-(pyridin-2-yl)methyl)picolinamide C1(=CC=CC=C1)C(NC(C1=NC=CC=C1)=O)C1=NC=CC=C1